FC(CO)(CN1[C@@H](C=2NC3=CC=CC=C3C2C[C@H]1C)C1=CN=C(S1)C[C@H]1CN(CC1)CCC)F 2,2-Difluoro-3-((1S,3R)-3-methyl-1-(2-(((S)-1-propylpyrrolidin-3-yl)methyl)thiazol-5-yl)-1,3,4,9-tetrahydro-2H-pyrido[3,4-b]indol-2-yl)propan-1-ol